(S)-2-cyclopropyl-10-((2,5-dichloropyrimidin-4-yl)amino)-3,3-difluoro-7-methyl-1,2,3,4-tetrahydro-[1,4]oxazepino[2,3-c]quinoline-6(7H)-one C1(CC1)[C@@H]1NC2=C(C(N(C=3C=CC(=CC23)NC2=NC(=NC=C2Cl)Cl)C)=O)OCC1(F)F